NC1=NC(=NC2=C(C(=C(C=C12)OC)OC)F)N1C2CN(CC1CC2)C(C[C@H](C2=CC=C(C=C2)F)NCC)=O (3R)-1-(8-(4-amino-8-fluoro-6,7-dimethoxyquinazolin-2-yl)-3,8-diazabicyclo[3.2.1]octan-3-yl)-3-(ethylamino)-3-(4-fluorophenyl)propan-1-one